5-((6-azaspiro[3.4]octan-2-yl)oxy)-2-((3,4-dihydroisoquinolin-2(1H)-yl)methyl)-4H-pyran-4-one bis-trifluoroacetate FC(C(=O)O)(F)F.FC(C(=O)O)(F)F.C1C(CC12CNCC2)OC=2C(C=C(OC2)CN2CC1=CC=CC=C1CC2)=O